(S)-1-(5-(2-methoxypyridin-4-yl)isochroman-1-yl)-N-methylmethanamine hydrochloride Cl.COC1=NC=CC(=C1)C1=C2CCO[C@@H](C2=CC=C1)CNC